C(C1=CC=CC=C1)OC(N[C@@H]1[C@H](CCC(C1)(F)F)O)=O.N[C@@H]1C[C@H](C1)N(C(CC1=C(C=CC=C1)OC(CCC)CC)=O)C N-(3-amino-trans-cyclobutyl)-2-(4-hexyloxy)phenyl-N-methylacetamide Benzyl-N-[(1S,2S)-5,5-difluoro-2-hydroxycyclohexyl]carbamate